Cl.C1(CC1)C1=C(C=C2C(=N1)N=C(S2)N2CCOCC2)NC(=O)C=2N=C(OC2)C=2C=NNC2 N-(5-cyclopropyl-2-morpholinothiazolo[4,5-b]pyridin-6-yl)-2-(1H-pyrazol-4-yl)oxazole-4-carboxamide hydrochloride